4-Methoxy-phenylglycidylether COC1=CC=C(C=C1)C(C1CO1)OC(C1CO1)C1=CC=C(C=C1)OC